2''-(5-methylthiophene-3-yl)-2'',3''-dihydrodispiro[[1,3]dioxolane-2,1'-cyclohexane-4',1''-indene] CC1=CC(=CS1)C1C2(C3=CC=CC=C3C1)CCC1(CC2)OCCO1